FC=1C=C(C=CC1OC1=CC=NC2=CC(=C(N=C12)F)C)NC(=O)C=1C(=NC(=C(C1O)C1=CC=C(C=C1)F)C)COC N-[3-Fluoro-4-[(6-fluoro-7-methyl-1,5-naphthyridin-4-yl)oxy]phenyl]-5-(4-fluorophenyl)-4-hydroxy-2-(methoxymethyl)-6-methylpyridine-3-carboxamide